1-(4-(trifluoromethyl)phenyl)-3-(6-(4-isopropyl-4H-1,2,4-triazol-3-yl)pyridin-2-yl)imidazolidin-2-one FC(C1=CC=C(C=C1)N1C(N(CC1)C1=NC(=CC=C1)C1=NN=CN1C(C)C)=O)(F)F